tert-Butyl 4-(6-cyano-5-fluoro-3-pyridyl)piperazine-1-carboxylate C(#N)C1=C(C=C(C=N1)N1CCN(CC1)C(=O)OC(C)(C)C)F